[3-(2H-benzotriazol-2-yl)-5-tert-butyl-4-hydroxyphenyl]propionic acid N=1N(N=C2C1C=CC=C2)C=2C=C(C=C(C2O)C(C)(C)C)C(C(=O)O)C